C1(=CC=C(C=C1)C=O)C=O benzene-1,4-dicarbaldehyde